C(C)(C)(C)OC(=O)NC(CCNCCC(C)(C)NC(OC(C)(C)C)=O)(C)C tert-butyl N-[4-({3-[(tert-butoxycarbonyl)amino]-3-methylbutyl}amino)-2-methylbutan-2-yl]carbamate